2-(tert-Butyl)-8-chloro-4-phenyl-5-(propan-2-ylidene)-5H-benzo[d][1,3]diazepine C(C)(C)(C)C=1N=C(C(C2=C(N1)C=C(C=C2)Cl)=C(C)C)C2=CC=CC=C2